N-(3-(1-(4-fluoro-2-methylphenyl)-4-oxo-6-(trifluoromethyl)-1,4-dihydroquinazolin-3(2H)-yl)-6-methoxypyridin-2-yl)acetamide FC1=CC(=C(C=C1)N1CN(C(C2=CC(=CC=C12)C(F)(F)F)=O)C=1C(=NC(=CC1)OC)NC(C)=O)C